COC(C1=CC=C2CCCNC2=N1)OC 7-(Dimethoxymethyl)-1,2,3,4-tetrahydro-1,8-naphthyridine